1-(5-(4-(3-(1,3-dioxolan-2-yl)propyl)piperazin-1-yl)-2-chlorophenyl)dihydropyrimidine O1C(OCC1)CCCN1CCN(CC1)C=1C=CC(=C(C1)N1CNCC=C1)Cl